CC1=CC=C2C(=N1)CCN2 5-methyl-2,3-dihydro-1H-pyrrolo[3,2-b]pyridin